CC1=NC=CC(=C1B(O)O)C 2,4-DIMETHYLPYRIDINE-3-BORONIC ACID